4,4'-(4'-(4-([1,1'-biphenyl]-4-yl)-6-phenyl-1,3,5-triazin-2-yl)-[1,1'-biphenyl]-3,4-diyl)bis(1-naphthonitrile) C1(=CC=C(C=C1)C1=NC(=NC(=N1)C1=CC=CC=C1)C1=CC=C(C=C1)C1=CC(=C(C=C1)C1=CC=C(C2=CC=CC=C12)C#N)C1=CC=C(C2=CC=CC=C12)C#N)C1=CC=CC=C1